1,8-nondiene C=CCCCCCC=C